C(C)OC(=O)C=1C=NC(=NC1)N1CCNCC1 2-(piperazin-1-yl)pyrimidine-5-carboxylic acid ethyl ester